C(C1=C(C(=C(C(=C1F)F)F)F)F)ON.Cl o-(2,3,4,5,6-pentafluorobenzyl)hydroxylamine hydrochloride